C(C=C)(=O)N1C[C@@H]2COC3=C(C(N2CC1)=O)C(=NC(=C3F)C3=C(C=CC=C3O)F)N3C(C[C@@H](C3)OC)(C)C (6aR)-8-acryloyl-1-((S)-4-methoxy-2,2-dimethylpyrrolidin-1-yl)-4-fluoro-3-(2-fluoro-6-hydroxyphenyl)-6,6a,7,8,9,10-hexahydro-12H-pyrazino[2,1-c]pyrido[3,4-f][1,4]oxazepin-12-one